C(#N)C=1SC(=CC1C(=O)NC1CC1)C=1C=NN(C1)C1=C(C=C(C=C1C)C(C(F)(F)F)(C(F)(F)F)F)C 2-cyano-N-cyclopropyl-5-[1-[2,6-dimethyl-4-[1,2,2,2-tetrafluoro-1-(trifluoromethyl)ethyl]phenyl]pyrazol-4-yl]thiophene-3-carboxamide